4-(1-(1-propenylpiperidin-3-yl)-5-aminoimidazo[1,5-c]pyrimidin-3-yl)-2-chloro-N-(4-cyclopropylpyridin-2-yl)benzamide C(=CC)N1CC(CCC1)C=1N=C(N2C(=NC=CC21)N)C2=CC(=C(C(=O)NC1=NC=CC(=C1)C1CC1)C=C2)Cl